N-(5-(2-chloroethyl)-4-methylthiazol-2-yl)-2-(3-fluorophenyl)acetamide ClCCC1=C(N=C(S1)NC(CC1=CC(=CC=C1)F)=O)C